(S)-4-(3-Aminopiperidin-1-yl)-5-fluoro-2,3-dimethyl-1H-indole-7-carboxylic acid ethyl ester trifluoroacetate FC(C(=O)O)(F)F.C(C)OC(=O)C=1C=C(C(=C2C(=C(NC12)C)C)N1C[C@H](CCC1)N)F